CC1=NC=C(C(=C1)COC)C=O methyl-5-formyl-4-methoxymethyl-pyridine